S1C2=C(C=C1)C(=CC=C2)N2CCN(CC2)CCCCOC2=CC=C1C=CC(N(C1=C2)C(=O)N(CCCCCCCCC)C)=O 7-(4-(4-(benzo[b]thiophen-4-yl)piperazin-1-yl)butoxy)-N-methyl-N-nonyl-2-oxoquinoline-1(2H)-carboxamide